2-(3-(3-fluorophenylamino)phenyl)-5-(2-methylpyridin-4-ylamino)isoindolin-1-one FC=1C=C(C=CC1)NC=1C=C(C=CC1)N1C(C2=CC=C(C=C2C1)NC1=CC(=NC=C1)C)=O